FC1(OC2=CC3=C(N=C(O3)C3=C(C=C(C=N3)OC(C#N)(C)C)SCC)C=C2O1)F 2-[[6-(2,2-difluoro-[1,3]dioxolo[4,5-f][1,3]benzoxazol-6-yl)-5-ethylsulfanyl-3-pyridyl]oxy]-2-methyl-propanenitrile